(9Z,12Z)-3-((4,4-bis(octyloxy)butanoyl)oxy)-2-((((3-(diethylamino) propoxy)carbonyl) oxy)methyl)propyl octadeca-9,12-dienoate C(CCCCCCC\C=C/C\C=C/CCCCC)(=O)OCC(COC(CCC(OCCCCCCCC)OCCCCCCCC)=O)COC(=O)OCCCN(CC)CC